2-(2,6-dioxo-3-piperidyl)-5-fluoroisoindoline-1,3-dione O=C1NC(CCC1N1C(C2=CC=C(C=C2C1=O)F)=O)=O